FC1=CC=C(C=C1)C=1C(=NC(=NC1)NC1=CC(=CC=C1)C(=O)N1CCCC1)N[C@H]1[C@H]([C@@H]2C=C[C@H]1C2)C(=O)N (1S,2S,3R,4R)-3-((5-(4-fluorophenyl)-2-((3-(pyrrolidine-1-carbonyl)phenyl)amino)pyrimidin-4-yl)amino)bicyclo[2.2.1]hept-5-ene-2-carboxamide